aluminum-scandium-silicon [Si].[Sc].[Al]